4-[cyclopropyl-[4-(5,6,7,8-tetrahydro-1,8-naphthyridin-2-yl)butyl]amino]-2-(5,5,5-trifluoropentanoylamino)butanoic acid C1(CC1)N(CCC(C(=O)O)NC(CCCC(F)(F)F)=O)CCCCC1=NC=2NCCCC2C=C1